C(C)C(CC(CC)C)N(C1=CC=C(C=C1)N)C(CC(CC)C)CC N,N-bis(1-ethyl-3-methylpentyl)-p-phenylenediamine